titanium-niobium oxygen 5-cyclopropyl-6-methoxypyridine-3-carbaldehyde C1(CC1)C=1C=C(C=NC1OC)C=O.[O].[Nb].[Ti]